(R)-3-(9-((1s,4S)-4-carbamoylcyclohexyl)-8-(2-chloro-4,6-difluorophenylamino)-9H-purin-2-ylamino)-N-phenylpiperidine-1-carboxamide C(N)(=O)C1CCC(CC1)N1C2=NC(=NC=C2N=C1NC1=C(C=C(C=C1F)F)Cl)N[C@H]1CN(CCC1)C(=O)NC1=CC=CC=C1